racemic-1-(4-((tert-butyldiphenylsilyl)oxy)-3-methyltetrahydrofuran-3-yl)piperazine [Si](C1=CC=CC=C1)(C1=CC=CC=C1)(C(C)(C)C)OC1C(COC1)(C)N1CCNCC1